[Br-].CC1=CCN(C=C1)CCCCCCCCCCCCCCCCCC 4-methyl-N-octadecyl-pyridine bromide